1,2,3-Tris-(mercaptomethyl)benzene SCC1=C(C(=CC=C1)CS)CS